6-butyl-5-(2,5-dimethoxyphenyl)-3-[(3S)-3-phenylpyrrolidine-1-carbonyl]pyridine-2,4-diol C(CCC)C1=C(C(=C(C(=N1)O)C(=O)N1C[C@@H](CC1)C1=CC=CC=C1)O)C1=C(C=CC(=C1)OC)OC